O=C1N=CC=NC1=O 2,3-diketopyrazine